FC(C1=CC=C2C(=CC=NC2=C1)NCCCCCCNCCCCCCN)(F)F N6-(6-((7-(trifluoromethyl)quinolin-4-yl)amino)hexyl)hexane-1,6-diamine